(2R,4s)-N-[(4-chlorophenyl)-(4-methylmorpholin-2-yl)methyl]-1-[(2R)-2-(4-cyclopropyltriazol-1-yl)-3,3-dimethyl-butyryl]-4-hydroxy-pyrrolidine-2-carboxamide ClC1=CC=C(C=C1)C(NC(=O)[C@@H]1N(C[C@H](C1)O)C([C@@H](C(C)(C)C)N1N=NC(=C1)C1CC1)=O)C1CN(CCO1)C